(1S,9S)-9-ethyl-5-fluoro-9-hydroxy-4-methyl-1-(4-methylpiperazin-1-yl)-1,2,3,9,12,15-hexahydro-10H,13H-benzo[de]pyrano[3',4':6,7]indolizino[1,2-b]quinoline-10,13-dione C(C)[C@]1(C(OCC=2C(N3CC=4C(=NC=5C=C(C(=C6C5C4[C@H](CC6)N6CCN(CC6)C)C)F)C3=CC21)=O)=O)O